C[Si](CCOCN1C(OC=C1)=N)(C)C 3-((2-(trimethylsilyl)ethoxy)methyl)oxazol-2(3H)-imine